NCC1CCC(CC1)CN1C=NC2=C1C=NC(=C2C2=CC(=C(C#N)C=C2)F)C=2C=C1C=NN(C1=CC2)C 4-(3-(((1r,4r)-4-(aminomethyl)cyclohexyl)methyl)-6-(1-methyl-1H-indazol-5-yl)-3H-imidazo[4,5-c]pyridin-7-yl)-2-fluorobenzonitrile